C(C1=CC=CC=C1)N(C1CCCCC2OS(OC21)(=O)=O)CC2=CC=CC=C2 4-(dibenzylamino)hexahydro-4H-cyclohepta[d][1,3,2]dioxathiole 2,2-dioxide